isopropyl 4-((6-(4-(methylsulfonyl)phenyl)imidazo[2,1-b][1,3,4]thiadiazol-2-yl)amino)piperidin-1-carboxylat CS(=O)(=O)C1=CC=C(C=C1)C=1N=C2SC(=NN2C1)NC1CCN(CC1)C(=O)OC(C)C